[Si].FC(C1=NN(C(=C1)C(F)F)CC(=O)N1CCC(CC1)C=1SC=C(N1)C1=NOC(C1)C1=C(C=CC=C1OCC=C)F)F 2-[3,5-bis(difluoromethyl)-1H-pyrazol-1-yl]-1-[4-(4-{5-[2-fluoro-6-(prop-2-en-1-yloxy)Phenyl]-4,5-dihydro-1,2-oxazol-3-yl}-1,3-thiazol-2-yl)piperidin-1-yl]ethanone silicon